O[C@@H](CC(=O)[O-])C.[Na+] |r| sodium (R/S)-3-hydroxybutyrate